(S)-1-(5-(6,7-dimethoxy-3-oxo-1,3-dihydronaphtho[2,3-c]furan-4-yl)pyrimidin-2-yl)-N-((5-methylfuran-2-yl)methyl)pyrrolidin-2-carboxamide COC1=CC2=C(C3=C(COC3=O)C=C2C=C1OC)C=1C=NC(=NC1)N1[C@@H](CCC1)C(=O)NCC=1OC(=CC1)C